2-chloro-6-amino-9-(2-deoxy-β-D-erythropentofuranosyl)purine ClC1=NC(=C2N=CN(C2=N1)[C@H]1C[C@H](O)[C@H](O1)CO)N